ethyl 6-[4-[(3-butyl-3,4-dihydro-4-oxo-1-phthalazinyl)carbonyl]-1-piperazinyl]-3-pyridinecarboxylate C(CCC)N1N=C(C2=CC=CC=C2C1=O)C(=O)N1CCN(CC1)C1=CC=C(C=N1)C(=O)OCC